O(S(=O)(=O)C(F)(F)F)C1=C(C(N(C2=CC=CN=C12)C)=O)Br 3-bromo-1-methyl-2-oxo-1,2-dihydro-1,5-naphthyridin-4-yl triflate